2,6-di(quinoline-8-yl)pyridine N1=CC=CC2=CC=CC(=C12)C1=NC(=CC=C1)C=1C=CC=C2C=CC=NC12